(S)-3-(3-(2,6-dimethylphenoxy)phenyl)-3-(3-(4-hydroxy-1-methyl-2-oxo-1,2-dihydropyridin-3-yl)ureido)propanoic acid CC1=C(OC=2C=C(C=CC2)[C@H](CC(=O)O)NC(=O)NC=2C(N(C=CC2O)C)=O)C(=CC=C1)C